C1(=CC=CC=C1)NC1=NN=NN1 5-Phenylamino-1H-tetrazol